N=1C=NN2C1C=NC(=C2)C2=CC(=NC=C2C(F)(F)F)NC(=O)N2C1CC(CC2(C1)C=1OC(=NN1)C)C N-(4-([1,2,4]triazolo[1,5-a]pyrazin-6-yl)-5-(trifluoromethyl)pyridin-2-yl)-3-methyl-1-(5-methyl-1,3,4-oxadiazol-2-yl)-6-azabicyclo[3.1.1]heptane-6-carboxamide